Cobalt-Iron-Vanadium [V].[Fe].[Co]